6-(bis(4-methoxybenzyl)amino)-9-(3-((tert-butyldiphenylsilyl)oxy)cyclohexyl)-7,9-dihydro-8H-purin-8-one COC1=CC=C(CN(C2=C3NC(N(C3=NC=N2)C2CC(CCC2)O[Si](C2=CC=CC=C2)(C2=CC=CC=C2)C(C)(C)C)=O)CC2=CC=C(C=C2)OC)C=C1